BrC=1N=CC(=NC1)NC(CC#N)=O N-(5-bromopyrazin-2-yl)-2-cyanoacetamide